4-(ethoxycarbonyl)-5,5-dimethyl-3-oxocyclohex-1-en-1-yl 4-ethoxybenzoate C(C)OC1=CC=C(C(=O)OC2=CC(C(C(C2)(C)C)C(=O)OCC)=O)C=C1